NCCC(P(O)(=O)O)(P(O)(=O)O)O 3-amino-1-hydroxypropane-1,1-diphosphonic acid